N-(2,4-dimethoxy-6-(4-methoxy-phenyl)benzyl)-4-fluoro-N-phenylbenzamide COC1=C(CN(C(C2=CC=C(C=C2)F)=O)C2=CC=CC=C2)C(=CC(=C1)OC)C1=CC=C(C=C1)OC